N'-cyano-N-(2,2-difluoroethyl)acetamidine C(#N)N=C(C)NCC(F)F